FC1CC(N(C1)C(CC1=CN=C2N1C=CC=C2)=O)C(=O)NC(C2=CC=C(C=C2)C(C)C)C2=CC=CC=C2 4-fluoro-1-(2-{imidazo[1,2-a]pyridin-3-yl}acetyl)-N-{phenyl-[4-(propan-2-yl)phenyl]methyl}pyrrolidine-2-carboxamide